5-methoxy-6-methyl-6H-thieno[3,2-e]indole-2-carboxylic acid ethyl ester C(C)OC(=O)C1=CC2=C3C=CN(C3=C(C=C2S1)OC)C